(3,5-difluoro-2-methyl-4-(pyrrolo[2,1-f][1,2,4]triazin-4-yl)phenyl)methanamine hydrochloride Cl.FC=1C(=C(C=C(C1C1=NC=NN2C1=CC=C2)F)CN)C